L-2-amino-3-chloropropanoic acid N[C@H](C(=O)O)CCl